(S)-2-((2S,3R)-3-amino-2-hydroxy-4-phenylbutanamido)-2-(3-chloro-5-(trifluoromethoxy)phenyl)acetic acid hydrochloride Cl.N[C@@H]([C@@H](C(=O)N[C@H](C(=O)O)C1=CC(=CC(=C1)OC(F)(F)F)Cl)O)CC1=CC=CC=C1